COCOC1C=CC(C1C)=O (±)-4-(Methoxymethoxy)-5-methylcyclopent-2-en-1-one